C(#N)C1(CC1)C1=C(C=C2C=C(C=CN12)C1CCOCC1)C(=O)O 3-(cyanocyclopropyl)-7-(3,4,5,6-tetrahydro-2H-pyran-4-yl)indolizine-2-carboxylic acid